racemic-tert-butyl methyl((6-(pyridin-2-yl)-1,3,4,5-tetrahydrobenzo[c]oxepin-1-yl)methyl)carbamate CN(C(OC(C)(C)C)=O)C[C@@H]1OCCCC2=C1C=CC=C2C2=NC=CC=C2 |r|